BrN[C@@H](CC(=O)O)C(=O)O N-bromoaspartic acid